2-(5-methyl-2,4-bis(trifluoromethyl)-7,9-dihydro-8H-pyrrolo[3,4-h]quinolin-8-yl)-1,3,4-oxadiazole CC1=C2C(=CC(=NC2=C2C(=C1)CN(C2)C=2OC=NN2)C(F)(F)F)C(F)(F)F